BrC1=CC(=C(C=C1Cl)N1[C@@H](CCC1)C)[N+](=O)[O-] (2R)-1-(4-bromo-5-chloro-2-nitrophenyl)-2-methylpyrrolidine